CC1=NC(=CC(=N1)NCCO)NC1=CC=2C(C=N1)=CN(N2)COCC[Si](C)(C)C 2-((2-methyl-6-((2-((2-(trimethylsilyl)ethoxy)methyl)-2H-pyrazolo[4,3-c]pyridin-6-yl)amino)pyrimidin-4-yl)amino)ethan-1-ol